2-((5-(4-Acetylpiperazin-1-yl)pyridin-2-yl)amino)-4-(2,4-dimethylthiazol-5-yl)pyrimidine-5-carbonitrile C(C)(=O)N1CCN(CC1)C=1C=CC(=NC1)NC1=NC=C(C(=N1)C1=C(N=C(S1)C)C)C#N